C1(=CC=CC=C1)P(C(C1=C(C=C(C=C1C)C)C)=O)(C1=CC=CC=C1)=O Diphenyl-(2,4,6-trimethyl-benzoyl)phosphine Oxide